3-(3-(4-((pyridin-4-yloxy)methyl)phenoxy)azetidin-1-yl)-2-(1H-pyrrole-1-yl)benzoic acid N1=CC=C(C=C1)OCC1=CC=C(OC2CN(C2)C=2C(=C(C(=O)O)C=CC2)N2C=CC=C2)C=C1